BrC1=CC2=C(N=C(O2)C2CCN(CC2)C(=O)OC(C)(C)C)C=C1 tert-butyl 4-(6-bromobenzo[d]oxazol-2-yl)piperidine-1-carboxylate